FC=1C=C2C(=NC1)C1CCC(C2)N1 3-Fluoro-6,7,8,9-tetrahydro-5H-6,9-epiminocyclohepta[b]pyridine